C1(=CC=CC=C1)C(=CC=1C(N=C2N(C1)C=CC=C2)=O)C beta-phenylpropenyl-pyrido[1,2-a]pyrimidinone